4-[5-(aminomethyl)pyrimidin-2-yl]-3-(5-morpholin-4-ylpyridin-3-yl)oxybenzonitrile NCC=1C=NC(=NC1)C1=C(C=C(C#N)C=C1)OC=1C=NC=C(C1)N1CCOCC1